C(C)(C)(C)OC([C@@H](CC1=CC(=CC=C1)NCC1CCC(CC1)(F)F)[C@@H]1CN(CC1)C(=O)OC(C)(C)C)=O tert-Butyl (3R)-3-[(1S)-2-tert-butoxy-1-[[3-[(4,4-difluorocyclohexyl) methylamino] phenyl]methyl]-2-oxo-ethyl]pyrrolidine-1-carboxylate